1-(2,2-dimethylbenzo[d][1,3]dioxol-5-yl)cyclopropane CC1(OC2=C(O1)C=CC(=C2)C2CC2)C